5-(3-chloro-1-(2-fluorophenyl)propyl)-1H-1,2,4-triazole-3-carboxylic acid ethyl ester C(C)OC(=O)C1=NNC(=N1)C(CCCl)C1=C(C=CC=C1)F